CO[Si]1(N(CCC1)CCSCCC[Si](OC)(OC)OC)C 2-methoxy-2-methyl-N-(trimethoxysilylpropylthioethyl)-1-aza-2-silacyclopentane